Methyl (S)-2-amino-5,5-dimethylhexanoate hydrochloride Cl.N[C@H](C(=O)OC)CCC(C)(C)C